C(\C=C\C1=CC=C(C=C1)O)(=O)C(O)C(O)CO coumaroyl-glycerol